OC1OC2=C(NC1=O)C=CC=C2 2-hydroxy-1,4-benzoxazin-3-one